C(C)(C)(C)C1=C(C(=CC(=C1)SSSC1=CC(=C(C(=C1)C(C)(C)C)O)C(C)(C)C)C(C)(C)C)O 4,4'-tri-thiobis(2,6-di-tert-butylphenol)